NC=1NC(C=2N(C(N(C2N1)[C@@H]1O[C@@H]([C@H]([C@H]1O)F)CO)=O)CC(F)(F)F)=O 2-Amino-9-((2R,3S,4S,5R)-4-fluoro-3-hydroxy-5-(hydroxymethyl)tetrahydrofuran-2-yl)-7-(2,2,2-trifluoroethyl)-7,9-dihydro-1H-purine-6,8-dione